C(C=1C(C(=O)[O-])=CC=CC1)(=O)OCCCCCC(O)CC mono(ethylhydroxyhexyl) phthalate